2-methylbut-1-ene CC(=C)CC